(S)-tert-butyl 4-(3-(2-(4-(2-(2-cyano-4,4-difluoropyrrolidin-1-yl)-2-oxoethylcarbamoyl)quinolin-6-yl)-5-methoxyphenoxy)propyl)piperazine-1-carboxylate C(#N)[C@H]1N(CC(C1)(F)F)C(CNC(=O)C1=CC=NC2=CC=C(C=C12)C1=C(OCCCN2CCN(CC2)C(=O)OC(C)(C)C)C=C(C=C1)OC)=O